Natrium 3-(3'-Acetylbiphenyl-3-yl)-3-(3-(1,5-dimethyl-4-oxido-2-oxo-1,2-dihydropyridin-3-yl)ureido)propanoat C(C)(=O)C=1C=C(C=CC1)C1=CC(=CC=C1)C(CC(=O)[O-])NC(=O)NC=1C(N(C=C(C1[O-])C)C)=O.[Na+].[Na+]